C1=C(C=CC2=C(C3=CC(=CC=C3C(=C12)C#CC1=CC=C(C=C1)C(=O)C1=CC=CC=C1)C#CC1=CC=C(C=C1)C(=O)C1=CC=CC=C1)C#CC1=CC=C(C=C1)C(=O)C1=CC=CC=C1)C#CC1=CC=C(C=C1)C(=O)C1=CC=CC=C1 ((anthracene-2,6,9,10-tetrayltetrakis(ethyne-2,1-diyl))tetrakis(benzene-4,1-diyl))tetrakis(phenylmethanone)